C[N-]CC#CC N-methyl-but-2-ynylamide